[N-](S(=O)(=O)C(F)(F)F)S(=O)(=O)C(F)(F)F.P([O-])([O-])(O)=S.C(C)[N+]1(CCCC1)C.C(C)[N+]1(CCCC1)C.C(C)[N+]1(CCCC1)C tris(N-ethyl-N-methylpyrrolidinium) phosphorothioate bis(trifluoromethylsulfonyl)imide salt